CC1OS(OC1)(=O)=O 4-methyl-1,3,2-dioxathiolane 2,2-dioxide